6-chloro-3-((3-chloro-2-(1H-imidazol-1-yl)pyridin-4-yl)thio)pyrazin-2-amine ClC1=CN=C(C(=N1)N)SC1=C(C(=NC=C1)N1C=NC=C1)Cl